tert-butyl (3-(((7R,14R)-1-(difluoromethoxy)-6-(methyl-d3)-5-oxo-5,6,7,14-tetrahydro-7,14-methanobenzo[f]benzo[4,5]imidazo[1,2-a][1,4]diazocin-11-yl)ethynyl)cyclobutyl)carbamate FC(OC1=CC=CC=2C(N([C@H]3C=4N([C@@H](C21)C3)C3=C(N4)C=CC(=C3)C#CC3CC(C3)NC(OC(C)(C)C)=O)C([2H])([2H])[2H])=O)F